COC(C1=NC=C(C=C1)B1OC(C(O1)(C)C)(C)C)=O 5-(4,4,5,5-tetramethyl-1,3,2-dioxaborolan-2-yl)picolinic acid methyl ester